ClC=1C(=CC(=NC1C1=CC(=C(C=C1)C#N)F)C(=O)N1C2CCCC1CC2)OC 8-(5-Chloro-6-(4-cyano-3-fluorophenyl)-4-methoxypyridinoyl)-8-azabicyclo[3.2.1]octane